OC(C)(C=1C(=CC2=CNN=C2C1)NC(=O)C1=NC(=CC=C1)C(F)(F)F)C N-[6-(1-hydroxyl-methyl-ethyl)-2H-indazol-5-yl]-6-(trifluoromethyl)pyridine-2-carboxamide